C1(CCCCC1)P(C1=C(C=CC=C1)C1=C(C(=CC=C1OC)S(=O)(=O)[O-])OC)C1CCCCC1.[Na+] sodium 2'-(dicyclohexylphosphino)-2,6-dimethoxybiphenyl-3-sulfonate